BrC=1C=C2C(=NC=NC2=CC1OCC)C=1C(=NN(C1)C)C1=CC=CC=C1 6-bromo-7-ethoxy-4-(1-methyl-3-phenyl-1H-pyrazol-4-yl)quinazoline